3,4,5,6-tetrahydro-2,3'-bipyridine N1=C(CCCC1)C=1C=NC=CC1